O=C1N(C=CC=C1C(F)(F)F)C1=CC=C(C=O)C=C1 4-(2-oxo-3-(trifluoromethyl)pyridin-1(2H)-yl)benzaldehyde